4,4'-((4-Carboxypyridine-2,6-diyl)bis(1H-1,2,3-triazole-4,1-diyl))bis(2-(trifluoromethyl)benzoic acid) C(=O)(O)C1=CC(=NC(=C1)C=1N=NN(C1)C1=CC(=C(C(=O)O)C=C1)C(F)(F)F)C=1N=NN(C1)C1=CC(=C(C(=O)O)C=C1)C(F)(F)F